C1(=CC=CC=C1)C1=C(C(=C(C=C1)C1=CC=CC=2SC3=C(C21)C=CC=C3)C3=NN=NC=C3)C3=C(C=CC=C3)C3=CC=CC=C3 [(phenyl)(biphenylyl)triazinylphenyl]dibenzothiophene